4-amino-N-methoxy-N-methyl-6-(trifluoromethyl)pyridinecarboxamide NC1=CC(=NC(=C1)C(F)(F)F)C(=O)N(C)OC